1-(5-chloro-1H-indol-3-yl)-3-(5-chloro-6-(cis-3,5-dimethylpiperazin-1-yl)pyridin-3-yl)urea ClC=1C=C2C(=CNC2=CC1)NC(=O)NC=1C=NC(=C(C1)Cl)N1C[C@H](N[C@H](C1)C)C